2-methoxy-4-methyl-5-nitro-3-(trifluoromethyl)pyridine COC1=NC=C(C(=C1C(F)(F)F)C)[N+](=O)[O-]